2-ethylhexyl p-methoxycinnamate (ethylhexyl methoxycinnamate) C(C)C1=C(C(=C(C(=O)O)OC)CCCCCC)C=CC=C1.COC1=CC=C(C=CC(=O)OCC(CCCC)CC)C=C1